O[C@H]1CN(C[C@@H]1CO)CC1=CNC2=C1N=CNC2=O 7-[(3r,4r)-3-hydroxy-4-hydroxymethyl-pyrrolidin-1-ylmethyl]-3,5-dihydro-pyrrolo[3,2-d]pyrimidin-4-one